O([C@H]1[C@H](O)[C@@H](O)[C@@H](O)[C@H](O1)CO)C1=C(C=CC=C1)[N+](=O)[O-] o-nitrophenyl β-D-galactopyranoside